FC1=CC=C(C(=O)N(C)C2=C(C(=CC=C2)C(=O)NC2=C(C=C(C=C2C(F)(F)F)C(C(F)(F)F)(C(F)(F)F)F)I)F)C=C1 4-fluoro-N-[2-fluoro-3-[[[2-iodo-4-[1,2,2,2-tetrafluoro-1-trifluoromethylethyl]-6-trifluoromethylphenyl]amino]carbonyl]phenyl]-N-methylbenzamide